The molecule is an anthocyanidin cation that is cyanidin substituted by a hydroxy group at position 6. It derives from a cyanidin cation. C1=CC(=C(C=C1C2=C(C=C3C(=[O+]2)C=C(C(=C3O)O)O)O)O)O